C(C)(C)(C)OC(=O)N1C[C@H](CC1)N (S)-3-aminopyrrolidine-1-carboxylic acid Tert-butyl ester